2,2-bis(4-methoxyphenyl)-5-methoxycarbonyl-6-phenyl-9-(2-hydroxyethoxy)-[2H]-naphtho[1,2-b]pyran COC1=CC=C(C=C1)C1(C=CC2=C(O1)C1=CC(=CC=C1C(=C2C(=O)OC)C2=CC=CC=C2)OCCO)C2=CC=C(C=C2)OC